5,6-dichloro-3-oxo-2,3-dihydro-1H-indene ClC=1C=C2C(CCC2=CC1Cl)=O